Cl.Cl.ClC=1C=C2CN3C(=NC2=CC1)SC=C3CSC3=NCCC1=C(N3)C=CC=C1 7-chloro-3-(((4,5-dihydro-1H-benzo[d][1,3]diazepin-2-yl)thio)methyl)-5H-thiazolo[2,3-b]quinazoline dihydrochloride